C(C)N1C[C@@H]([C@@H](CC1)F)N1CCC2=C1N=NC(=C2)C2=C(C=C(C=C2C)C(F)(F)F)O 2-[7-[(3S,4R)-1-ethyl-4-fluoro-3-piperidyl]-5,6-dihydropyrrolo[2,3-c]pyridazin-3-yl]-3-methyl-5-(trifluoromethyl)phenol